N-CYCLOPROPYL-2-(3-FORMYL-INDOL-1-YL)-ACETAMIDE C1CC1NC(=O)CN2C=C(C3=CC=CC=C32)C=O